NCC(=O)OCC[N+](C)(C)C (choline) (glycinate)